ClCCN(C)C(=O)OC chloromethyl-methoxyformyl-dimethylamine